ClC1=C(C(=NN1C)C)S(=O)(=O)N1C(CC(CC1([2H])[2H])C=1C(=CC=2N(C1)N=CN2)F)([2H])[2H] 6-(1-((5-chloro-1,3-dimethyl-1H-pyrazol-4-yl)sulfonyl)piperidin-4-yl-2,2,6,6-d4)-7-fluoro-[1,2,4]triazolo[1,5-a]pyridine